4-ethoxy-6-(1-(7-(2-(ethyl(methyl)amino)ethyl)-5-(6-fluoro-2-methylpyridin-3-yl)-1-oxo-3,4-dihydroisoquinolin-2(1H)-yl)ethyl)nicotinonitrile C(C)OC1=CC(=NC=C1C#N)C(C)N1C(C2=CC(=CC(=C2CC1)C=1C(=NC(=CC1)F)C)CCN(C)CC)=O